L-citrulline hydrochloride Cl.N[C@@H](CCCNC(=O)N)C(=O)O